C(C)N(S(=O)(=O)NC=1C(=C(C(=O)C2=CNC3=NC=C(C=C32)C3=NC=C(N=C3)N3CCNCC3)C(=CC1)F)F)C 3-[3-[[ethyl(methyl)sulfamoyl]amino]-2,6-difluoro-benzoyl]-5-(5-piperazin-1-ylpyrazin-2-yl)-1H-pyrrolo[2,3-b]pyridine